2-((2S,3S)-3-(2-chlorobenzyl)-1,4-dioxaspiro[4.5]decan-2-yl)ethanol ClC1=C(C[C@H]2[C@@H](OC3(O2)CCCCC3)CCO)C=CC=C1